Racemic-4-methyl-5-oxiran-2-yl-2-benzofuran-1(3H)-one CC1=C(C=CC=2C(OCC21)=O)[C@H]2OC2 |r|